C(=CCCCCCCCCCCCCCCCCCCCC)N docosenylamine